(S)-4-(8-amino-3-(pyrrolidin-2-yl)imidazo[1,5-a]pyrazin-1-yl)-N-(pyridin-2-yl)benzamide NC=1C=2N(C=CN1)C(=NC2C2=CC=C(C(=O)NC1=NC=CC=C1)C=C2)[C@H]2NCCC2